O1CCN(CC1)C1=NC2=C(N1)C=C(C=C2)NC2=NC1=C(C=CC=C1C=N2)OC2CCC(CC2)O 4-({2-[(2-morpholino-1H-benzo[d]imidazol-6-yl)amino]quinazolin-8-yl}oxy)cyclohexanol